C(CCCCCCCCCCCCCCCCCCCCC)NC(CCC)N N-docosyl-butanediamine